(3-amino-1H-pyrazol-5-yl)-acetic acid NC1=NNC(=C1)CC(=O)O